CN(C1=CC(=CC=C1)Br)C N,N-dimethyl-m-bromoaniline